(R)-4-(2-Amino-2-methylpropanoyl)-N-(1-(3-(2-(3-aminopyrrolidin-1-yl)ethyl)phenyl)-2-oxo-1,2-dihydropyrimidin-4-yl)piperazine-1-carboxamide trifluoroacetate salt FC(C(=O)O)(F)F.NC(C(=O)N1CCN(CC1)C(=O)NC1=NC(N(C=C1)C1=CC(=CC=C1)CCN1C[C@@H](CC1)N)=O)(C)C